2-methylpyridin-3-ylboronic acid CC1=NC=CC=C1B(O)O